1-[3-chloro-5-(2-aminoethylamino)phenyl]-3-(5-bromo-2-hydroxymethylphenyl)urea ClC=1C=C(C=C(C1)NCCN)NC(=O)NC1=C(C=CC(=C1)Br)CO